ClC1=C(C=C(C=C1)S(=O)(=O)NCCN1CCOCC1)[N+](=O)[O-] 4-chloro-N-(2-morpholinoethyl)-3-nitrobenzenesulfonamide